N1(CCNCC1)C(=O)[O-] piperazine-1-carboxate